3-[[(tert-butyldimethylsilyl)oxy]methyl]pyrazine-2-carboxylic acid methyl ester COC(=O)C1=NC=CN=C1CO[Si](C)(C)C(C)(C)C